3-(1-hydroxy-3-methylbutan-2-ylidene)azetidine-1-carbamic acid tert-butyl ester C(C)(C)(C)OC(NN1CC(C1)=C(CO)C(C)C)=O